ClC=1C=C(C=C(C1)NS(=O)(=O)C)NC(=O)C1=CN(C(=C1)C)C1=NC=C(C=C1)N1CC(C1)F N-(3-chloro-5-(methylsulfonamido)phenyl)-1-(5-(3-fluoroazetidine-1-yl)pyridin-2-yl)-5-methyl-1H-pyrrole-3-carboxamide